6-(4-([1,1'-biphenyl]-4-ylmethyl)-N,2,5-trimethylthiophene-3-carboxamido)spiro[3.3]heptane C1(=CC=C(C=C1)CC=1C(=C(SC1C)C)C(=O)N(C)C1CC2(CCC2)C1)C1=CC=CC=C1